CC=1NC(C2=CC=CC=C2C1)=O 3-Methyl-1(2H)-isoquinolinon